4-[6-[4-(4-Methylpiperazin-1-yl)phenyl]pyrazolo[1,5-a]pyrimidin-3-yl]quinoline CN1CCN(CC1)C1=CC=C(C=C1)C=1C=NC=2N(C1)N=CC2C2=CC=NC1=CC=CC=C21